triethylcadmium C(C)[Cd](CC)CC